N-(2-carbamimidoyl-2,3-dihydro-1H-isoindol-5-yl)-4-(1-carbamimidoyl-1,2,3,6-tetrahydro-pyridin-4-yl)-benzamide C(N)(=N)N1CC2=CC=C(C=C2C1)NC(C1=CC=C(C=C1)C=1CCN(CC1)C(N)=N)=O